methyl 3-(4-bromophenyl)-3-carbonylpropionate BrC1=CC=C(C=C1)C(CC(=O)OC)=C=O